(R)-4-(((3-((2-((3S,4R)-3-fluoro-4-(2-(methylamino)ethoxy)piperidin-1-yl)pyrimidin-4-yl)amino)-5-isopropylisoquinolin-8-yl)oxy)methyl)-3-methyloxazolidin-2-one F[C@H]1CN(CC[C@H]1OCCNC)C1=NC=CC(=N1)NC=1N=CC2=C(C=CC(=C2C1)C(C)C)OC[C@H]1N(C(OC1)=O)C